OC1CN(CCC1)CC=CC(=O)N 4-(3-hydroxypiperidin-1-yl)but-2-enamide